ethyl 3-amino-isonicotinate (ethyl 3-amino-isonicotinate) C(C)C=1C(=C(C(=O)O)C=CN1)N.NC1=C(C(=O)OCC)C=CN=C1